CC(C[C@@H]1COC2=CC(=NC(NS(C3=CC=CC(C(N1)=O)=C3)(=O)=O)=N2)C2=CC=NN2CC(C)C)C (11R)-11-(2-Methylpropyl)-6-[1-(2-methylpropyl)-1H-pyrazol-5-yl]-9-oxa-2λ6-thia-3,5,12,19-tetraazatricyclo[12.3.1.14,8]nonadeca-1(17),4(19),5,7,14(18),15-hexaene-2,2,13-trione